N1(C=NC=C1)C12CCC(CC1)(CC2)CN2N=C(C=1CN(CCC12)C1=C2C(=NC(=C1)C)N(N=C2)C)C 1-((4-(1H-imidazol-1-yl)bicyclo[2.2.2]oct-1-yl)methyl)-5-(1,6-dimethyl-1H-pyrazolo[3,4-b]pyridin-4-yl)-3-methyl-4,5,6,7-tetrahydro-1H-pyrazolo[4,3-c]pyridine